N[C@@H](C)C=1N(C(C2=C(C=CC=C2C1)Cl)=O)C1=NNC=C1C (S)-3-(1-aminoethyl)-8-chloro-2-(4-methyl-1H-pyrazol-3-yl)isoquinolin-1(2H)-one